ClC1=CC=C(C=C1)[C@@]1(N(C(C2=CC(=CC(=C12)F)[C@@](CC)(O)C1(CCOCC1)F)=O)CC1=C(C(=O)O)C=C(C=C1)C)OC 2-([(1R)-1-(4-chlorophenyl)-7-fluoro-5-[(1R)-1-(4-fluorooxan-4-yl)-1-hydroxypropyl]-1-methoxy-3-oxo-2,3-dihydro-1H-isoindol-2-yl]methyl)-5-methylbenzoic acid